ClCC1C(N2CCC1CC2)O 3-chloromethyl-1-azabicyclo[2.2.2]octan-2-ol